(4S)-4-(hydroxymethyl)-1-(5-{[2-methyl-6-(trifluoromethyl)phenyl]methoxy}pyrimidin-2-yl)imidazolidin-2-one OC[C@H]1NC(N(C1)C1=NC=C(C=N1)OCC1=C(C=CC=C1C(F)(F)F)C)=O